O1[C@@H](CCC1)C(=O)Cl (S)-tetrahydrofuran-2-carbonyl chloride